N-(1-(3,5-difluorophenyl)ethyl)-3-(2-(pyridin-2-yl)vinyl)-1H-pyrazolo[4,3-b]pyridin-5-amine FC=1C=C(C=C(C1)F)C(C)NC1=CC=C2C(=N1)C(=NN2)C=CC2=NC=CC=C2